ClC1=C(C2=C(C=3C=NC(=NC13)OC[C@@]13CCCN3CC(C1)=C)COC2)C2=CC=C(C=1SC(=C(C12)C#N)NC(OC(C)(C)C)=O)F Tert-butyl (4-(5-chloro-3-(((R)-2-methylidenetetrahydro-1H-pyrrolizin-7a(5H)-yl)methoxy)-7,9-dihydrofuro[3,4-f]quinazolin-6-yl)-3-cyano-7-fluorobenzo[b]thiophen-2-yl)carbamate